C1=C(C=C(C(=C1O)O)O)C2=C(C(=O)C3=C(C=C(C=C3O2)O)O)O[C@H]4[C@@H]([C@H]([C@@H]([C@H](O4)CO)O)O)O The molecule is a myricetin O-glucoside that is myricetin with a beta-D-glucosyl residue attached at position 3. It has a role as a plant metabolite. It is a myricetin O-glucoside, a beta-D-glucoside, a monosaccharide derivative and a pentahydroxyflavone. It derives from a beta-D-glucose. It is a conjugate acid of a myricetin 3-O-beta-D-glucopyranoside(1-).